FC1=C2C(NC(C2=CC=C1)=O)OC 4-fluoro-3-methoxy-2,3-dihydro-1H-isoindol-1-one